4-(4-(((R)-1-(3-((tert-butoxycarbonyl)amino)-5-(trifluoromethyl)phenyl)ethyl)amino)-7-methoxy-2-Methylquinazolin-6-yl)cyclohexane-1-carboxylic acid C(C)(C)(C)OC(=O)NC=1C=C(C=C(C1)C(F)(F)F)[C@@H](C)NC1=NC(=NC2=CC(=C(C=C12)C1CCC(CC1)C(=O)O)OC)C